3-(3,3-dimethyl-1-oxoisoindolin-5-yl)-N-(1-(piperidin-4-yl)-1H-pyrazol-4-yl)-1H-pyrrolo[2,3-b]pyridine-5-carboxamide CC1(NC(C2=CC=C(C=C12)C1=CNC2=NC=C(C=C21)C(=O)NC=2C=NN(C2)C2CCNCC2)=O)C